[N+](=O)([O-])C1=C(C=C(C=C1)OC1=C(C(=C(C(=C1F)F)C(F)(F)F)F)F)S(=O)(=O)NC(CC)=O N-((2-nitro-5-(2,3,5,6-tetrafluoro-4-(trifluoromethyl)phenoxy)phenyl)sulfonyl)propionamide